NC1(CC1)O 1-aminocyclopropanol